COC1=CC=C(C=N1)CNC(=O)C=1C=NC(=CC1)C1=CC=C(C=C1)N(C(CC)=O)C N-[(6-methoxy-3-pyridyl)methyl]-6-[4-[methyl(propanoyl)amino]phenyl]pyridine-3-carboxamide